N-[3-methoxy-4-(4-methylpiperazin-1-yl)phenyl]-1-(4-methoxyphenyl)pyrazolo[3,4-b]pyridin-6-amine COC=1C=C(C=CC1N1CCN(CC1)C)NC1=CC=C2C(=N1)N(N=C2)C2=CC=C(C=C2)OC